FC1=C(C=CC(=C1)F)NC=1N(C2=NC(=NC=C2N1)N[C@H]1[C@H](COCC1)C)C1CCC(CC1)C(=O)N (1S,4s)-4-(8-(2,4-difluorophenylamino)-2-((3R,4R)-3-methyltetrahydro-2H-pyran-4-ylamino)-9H-purin-9-yl)cyclohexanecarboxamide